C(\C=C/C(=O)O)(=O)O.C=CC(C)=C isoprene-maleic acid salt